4-(4-butoxy-phenyl)-4-oxo-butyric acid C(CCC)OC1=CC=C(C=C1)C(CCC(=O)O)=O